C(C1=CC=CC=C1)OC([C@H](NC(=O)OC(C)(C)C)COC)=O N-(tert-Butyloxycarbonyl)-O-methyl-D-serine benzyl ester